C1(=CC=CC=C1)S(=O)(=O)O.N1=CC(=C2N1C=CC=C2)C#N pyrazolo[1,5-a]pyridine-3-carbonitrile benzenesulfonate